1-cyclopentyl-2-(trifluoromethyl)benzene C1(CCCC1)C1=C(C=CC=C1)C(F)(F)F